C1(=C(C=CC=C1)N(C1=CC=2C(C3=CC=CC=C3C2C=C1)(C1=CC=CC=C1)C1=CC=CC=C1)C1=CC=2C(C3=CC=CC=C3C2C=C1)(C1=CC=CC=C1)C1=CC=CC=C1)C1=CC=CC=C1 N-(biphenyl-2-yl)-N-(9,9-diphenyl-9H-fluoren-2-yl)-9,9-diphenyl-9H-fluoren-2-amine